methyl 3-(9-((3-(aminomethyl)phenyl)carbamoyl)-4,5-dihydrobenzo[b]thieno[2,3-d]oxepin-8-yl)-6-(propylcarbamoyl)picolinate NCC=1C=C(C=CC1)NC(=O)C1=CC2=C(OCCC3=C2SC=C3)C=C1C=1C(=NC(=CC1)C(NCCC)=O)C(=O)OC